methyl ((((2R,3S,5R)-5-(4-amino-2-oxopyrimidin-1(2H)-yl)-2-ethyl-3-hydroxytetrahydrofuran-2-yl) methoxy) (phenoxy)phosphoryl)-L-alaninate NC1=NC(N(C=C1)[C@H]1C[C@@H]([C@@](O1)(CC)COP(=O)(OC1=CC=CC=C1)N[C@@H](C)C(=O)OC)O)=O